C(C1=CC=CC=C1)OC1=CC2=C(N(N=C2C=C1)C)C(=O)O 5-(benzyloxy)-2-methyl-2H-indazole-3-carboxylic acid